azidoethyl-mannose N(=[N+]=[N-])CCC(=O)[C@@H](O)[C@@H](O)[C@H](O)[C@H](O)CO